C(C)(C)(C)C1=C(C(=CC(=C1)C)CC1=C(C(=CC(=C1)C)C(C)(C)C)O)OC(C=C)=O 2-tert-butyl-6-[(3-tert-butyl-2-hydroxy-5-methylphenyl) methyl]-4-Methylphenylprop-2-enoate